6-{[2-(2-Methylphenyl)[1,2,4]triazolo[1,5-c]quinazolin-5-yl]amino}-1,4-diazepin-5-one CC1=C(C=CC=C1)C1=NN2C(=NC=3C=CC=CC3C2=N1)NC=1C(N=CC=NC1)=O